N,N-diethyl-2-(5-methoxy-7-methyl-1H-indol-3-yl)-2-oxoacetamide C(C)N(C(C(=O)C1=CNC2=C(C=C(C=C12)OC)C)=O)CC